(3-methoxy-4-hydroxyphenyl)-methylamine COC=1C=C(C=CC1O)NC